N-((1-((3-((2-(2-amino-2-oxoethoxy)-5-ethylphenyl)sulfonamido)-4-methoxybenzo[d]isoxazol-6-yl)methyl)-1H-pyrazol-4-yl)methyl)-2-fluoroacrylamide NC(COC1=C(C=C(C=C1)CC)S(=O)(=O)NC1=NOC2=C1C(=CC(=C2)CN2N=CC(=C2)CNC(C(=C)F)=O)OC)=O